CC1=CC=2C=3N(C(=NC2C(=C1)C(C)=O)N1CCCCC1)N=C(N3)C=3N=CSC3 1-(9-methyl-5-(piperidin-1-yl)-2-(thiazol-4-yl)-[1,2,4]triazolo[1,5-c]quinazolin-7-yl)ethan-1-one